3,4-diiodobenzoyl chloride IC=1C=C(C(=O)Cl)C=CC1I